1-(3,5-dichlorophenyl)-3-(3-chloro-5-fluorophenyl)urea ClC=1C=C(C=C(C1)Cl)NC(=O)NC1=CC(=CC(=C1)F)Cl